(R)-3-((S)-1,1-dimethylethylsulfinylamino)-3-(2-fluoro-5-((6-methylpyridin-3-yl)oxy)phenyl)propanoic acid CC(C)(C)[S@](=O)N[C@H](CC(=O)O)C1=C(C=CC(=C1)OC=1C=NC(=CC1)C)F